4-(((6S,15S,16R,E)-15-hydroxy-16-methyl-2,5-dioxooxacyclohexadec-3-en-6-yl)oxy)-4-oxobutanoic acid O[C@H]1CCCCCCCC[C@@H](C(/C=C/C(O[C@@H]1C)=O)=O)OC(CCC(=O)O)=O